(1R,2S,5S)-N-(4-amino-1-cyclopropyl-3-hydroxy-4-oxobutan-2-yl)-3-((S)-3,3-dimethyl-2-(2,2,2-trifluoroacetamido)butanoyl)-6,6-dimethyl-3-azabicyclo[3.1.0]hexane-2-carboxamide NC(C(C(CC1CC1)NC(=O)[C@@H]1[C@H]2C([C@H]2CN1C([C@H](C(C)(C)C)NC(C(F)(F)F)=O)=O)(C)C)O)=O